1-(1-(2-aminothiazol-5-yl)-2-cyclopropylethyl)-5,5-difluorotetrahydropyrimidin-2(1H)-one hydrochloride Cl.NC=1SC(=CN1)C(CC1CC1)N1C(NCC(C1)(F)F)=O